CN1C(=NC2=C1C=CC(=C2)C(=O)NCCS(=O)(=O)C)NC=2OC1=C(N2)C=CC(=C1)OC(F)(F)F 1-methyl-N-(2-(methyl-sulfonyl)ethyl)-2-((6-(trifluoromethoxy)benzo-[d]oxazol-2-yl)amino)-1H-benzo[d]imidazole-5-carboxamide